C(C)(=O)OC(CC1=CC=C(C=C1)C)(CC)C 2-methyl-1-(p-tolyl)butan-2-yl acetate